11-hydroxy-4,8-dimethyldodecanal OC(CCC(CCCC(CCC=O)C)C)C